OC1(CC(C1)C(=O)N1CC2(C1)CC(C2)CC2=NC(=C(C=C2)C(F)(F)F)OC)C ((1s,3s)-3-Hydroxy-3-methylcyclobutyl)(6-((6-methoxy-5-(trifluoromethyl)pyridin-2-yl)methyl)-2-azaspiro[3.3]heptan-2-yl)methanon